COC(C1=CC(=C(C=C1)F)N)=O 3-Amino-4-fluorobenzoic acid methyl ester